(R)-1-[7-(3-chloro-1-isopropyl-1H-indazol-5-ylmethoxy)-2H-chromen-3-ylmethyl]-pyrrolidine-3-carboxylic acid methyl ester COC(=O)[C@H]1CN(CC1)CC=1COC2=CC(=CC=C2C1)OCC=1C=C2C(=NN(C2=CC1)C(C)C)Cl